tert-butyl 4-(5-(2,6-dioxopiperidin-3-yl)-6-oxo-5,6-dihydro-4H-thieno[2,3-c]pyrrol-2-yl)-4-hydroxypiperidine-1-carboxylate O=C1NC(CCC1N1C(C2=C(C1)C=C(S2)C2(CCN(CC2)C(=O)OC(C)(C)C)O)=O)=O